N-(cyclopropylmethyl)-4-phenyl-butane-1-amine C1(CC1)CNCCCCC1=CC=CC=C1